naphthoquinone ammonium [NH4+].C1(C=CC(C2=CC=CC=C12)=O)=O